[I-].ClC=1C=C(C[NH3+])C=CC1 3-chloro-benzyl-ammonium iodide